C(C=C)(=O)NCCSSCCNC(C=C)=O N,N'-bis-(acryloyl)cystamine